5-chloro-3-(3-methoxy-4-((4-methoxybenzyl)oxy)styryl)pyridin-2-amine ClC=1C=C(C(=NC1)N)C=CC1=CC(=C(C=C1)OCC1=CC=C(C=C1)OC)OC